N-((S)-1-(((S)-1,1-bis(3,4-dimethoxyphenyl)propan-2-yl)amino)-3-methyl-1-oxobutan-2-yl)-3-hydroxy-4-methoxypicolinamide COC=1C=C(C=CC1OC)C([C@H](C)NC([C@H](C(C)C)NC(C1=NC=CC(=C1O)OC)=O)=O)C1=CC(=C(C=C1)OC)OC